BrC1=NN(C=2C1=NC=CC2)C2=CC=C(C=C2)OC(F)(F)F 3-bromo-1-[4-(trifluoromethoxy)phenyl]pyrazolo[4,3-b]pyridine